[N+](=O)([O-])C1=C(C=C(C=C1)C(F)(F)F)CCC(CC(=O)[O-])=O 4-[2-nitro-5-(trifluoromethyl) phenyl]Methyl-3-oxobutyrate